FC(CN1CCC(CC1)N1N=CC=C1)(F)F 1-(1-(2,2,2-trifluoroethyl)piperidin-4-yl)-1H-pyrazol